COC=1C(=NC=CC1)NC1=NC(=NS1)C1=NC=C(C=C1)OCC(F)(F)F N-(3-methoxypyridin-2-yl)-3-(5-(2,2,2-trifluoroethoxy)pyridin-2-yl)-1,2,4-thiadiazol-5-amine